NC1=CC=C(C=N1)B(O)O 6-aminopyridine-3-yl-boronic acid